3,5-dibromo-4-aminotoluene BrC=1C=C(C)C=C(C1N)Br